N1CCC(CC1)N1CC(C1)OC=1C=C(C=CC1)S(=O)(=O)N1CCC(CC1)NC(OC(C)(C)C)=O tert-butyl (1-((3-((1-(piperidin-4-yl)azetidin-3-yl)oxy)phenyl) sulfonyl)piperidin-4-yl)carbamate